C1(=CC=CC=C1)CS[C@@H](CO)COCCCCCCCCCCCCCCCCCC (S)-2-(phenylmethylsulfanyl)-3-(octadecyloxy)propan-1-ol